tertiary butyl-methyl-phosphine C(C)(C)(C)PC